1-((2S,4R)-4-((4-(2-aminoethoxy)phenyl)amino)-2-methyl-3,4-dihydroquinolin-1(2H)-yl)propan-1-one hydrochloride Cl.NCCOC1=CC=C(C=C1)N[C@@H]1C[C@@H](N(C2=CC=CC=C12)C(CC)=O)C